Tert-butyl 4-((5-(methoxycarbonyl)-4-methyl-1H-pyrrol-2-yl)sulfonyl)piperazine-1-carboxylate COC(=O)C1=C(C=C(N1)S(=O)(=O)N1CCN(CC1)C(=O)OC(C)(C)C)C